7-bromo-2,4,6-trichloro-8-iodo-quinazoline BrC1=C(C=C2C(=NC(=NC2=C1I)Cl)Cl)Cl